2,4,6-trimethoxy-xylene COC1(C(C(=CC(=C1)OC)OC)C)C